silicon sodium-silicon [Si].[Na].[Si]